CC(C)=C1C=CC(C=C1)=C(C)C 1,4-Di(propan-2,2-diyl)benzol